[Li+].S(=O)(=O)([O-])[O-].[Li+] Lithium sulfate Lithium